F[P-](F)(F)(F)(F)F.F[P-](F)(F)(F)(F)F.C(CCCCC)[N+]1=CC=C(C=C1)C1=[N+](C2=C(N1C)C=CC=C2)C 2-(1-hexylpyridin-1-ium-4-yl)-1,3-dimethyl-1H-benzoimidazole-3-ium bis(hexafluorophosphate)